1,3-dibenzyl-2-oxoimidazoline C(C1=CC=CC=C1)N1C(N(CC1)CC1=CC=CC=C1)=O